C(CCCCCCCCCCC)SCC1=C(C(=CC(=C1)CSCCCCCCCCCCCC)C)O 2,4-di(dodecylthiomethyl)-6-methylphenol